COC=1C=C2CCN(CC2=CC1NC1=NC2=CC(=CC=C2C=N1)NC[C@@H]1CCC(N1)=O)C (5S)-5-[({2-[(6-methoxy-2-meth-yl-1,2,3,4-tetrahydroisoquinolin-7-yl)amino]quinazolin-7-yl}-amino)methyl]pyrrolidin-2-one